C1(CC1)C(=O)NC1=CC(=C(N=N1)C(=O)NC([2H])([2H])[2H])NC1=CC=CC2=C1N(CC=1C=C(C=NC21)F)C 6-(cyclopropanecarboxamido)-4-((3-fluoro-6-methyl-5,6-dihydrobenzo[h][1,6]naphthyridin-7-yl)amino)-N-(methyl-d3)pyridazine-3-carboxamide